S1C(=CC=2CS(CCC21)(=O)=O)C(=O)OCC ethyl 6,7-dihydro-4H-thieno[3,2-c]thiopyran-2-carboxylate 5,5-dioxide